(1R,4S,5R*)-N-[(3-chlorophenyl)methyl]-2-[5-(5-fluoro-2-methoxypyridin-4-yl)-1H-pyrazole-3-carbonyl]-2-azabicyclo[2.2.2]octane-5-carboxamide ClC=1C=C(C=CC1)CNC(=O)[C@H]1[C@H]2CN([C@@H](C1)CC2)C(=O)C2=NNC(=C2)C2=CC(=NC=C2F)OC |o1:11|